5-fluoro-2-((4-fluoro-2-methyl-phenyl)amino)-4-(trifluorometh-yl)benzoic acid FC=1C(=CC(=C(C(=O)O)C1)NC1=C(C=C(C=C1)F)C)C(F)(F)F